hexenoic acid anion C(C=CCCC)(=O)[O-]